C1(CC1)S(=O)(=O)N1N=CC(=C1)C1=NC=CC(=N1)NC1=CC(=C(C=N1)C1=NC=C(C=C1)OC1CCN(CC1)CCF)NC1CCC(CC1)(O)C (1s,4s)-4-((6'-((2-(1-(Cyclopropylsulfonyl)-1H-pyrazol-4-yl)pyrimidin-4-yl)amino)-5-((1-(2-fluoroethyl)piperidin-4-yl)oxy)-[2,3'-bipyridin]-4'-yl)amino)-1-methylcyclohexan-1-ol